Natrium monopersulfat S(=O)(=O)([O-])OOS(=O)(=O)[O-].[Na+].[Na+]